FC1=C(C(=N)N(C(C)C)C(C)C)C(=CC=C1)F 2,6-difluoro-N,N-diisopropylbenzamidine